2-(3,7-dimethylocta-2,6-dien-1-yl)-3-(3,7-dimethylocta-2,6-dien-1-yl)-2,4-dihydroxy-6-pentyl-N-(pyrimidin-2-yl)benzenesulfonamide CC(=CCC1(C(C(=CC(=C1CC=C(CCC=C(C)C)C)O)CCCCC)S(=O)(=O)NC1=NC=CC=N1)O)CCC=C(C)C